NCCOCCOCCN1N=NC(=C1)[C@H]1O[C@@H]([C@@H]([C@@H]([C@H]1NC(C)=O)O)O)CO N-((2S,3R,4R,5R,6R)-2-(1-(2-(2-(2-aminoethoxy)ethoxy)ethyl)-1H-1,2,3-triazol-4-yl)-4,5-dihydroxy-6-(hydroxymethyl)tetrahydro-2H-pyran-3-yl)acetamide